(S)-8-Hydroxy-7-methoxy-1,11a-dihydro-3H,5H-spiro[benzo[e]pyrrolo[1,2-a][1,4]diazepine-2,1-cyclopropan]-5-one OC=1C(=CC2=C(N=C[C@H]3N(C2=O)CC2(CC2)C3)C1)OC